FC(C1=NN=C(O1)C1=CC(=C(CN2C(N(C3=C2C=CC=C3)C3CCOCC3)=O)C=C1)F)F 1-(4-(5-(difluoromethyl)-1,3,4-oxadiazol-2-yl)-2-fluorobenzyl)-3-(tetrahydro-2H-pyran-4-yl)-1,3-dihydro-2H-benzo[d]imidazol-2-one